3-(3-cyano-4-fluorophenyl)-1-(8,9-difluoro-6-oxo-1,4,5,6-tetrahydro-2H-pyrano[3,4-c]isoquinolin-1-yl)-1-ethylurea C(#N)C=1C=C(C=CC1F)NC(N(CC)C1COCC=2NC(C=3C=C(C(=CC3C21)F)F)=O)=O